ClC1=CC=C2C(=N1)C(CC2)(O)CC chloro-7-ethyl-6,7-dihydro-5H-cyclopenta[b]pyridin-7-ol